5-Bromo-N2-(2-methoxy-5-methyl-4-(4-(4-methylpiperazin-1-yl)piperidin-1-yl)phenyl)-N4-(2-Methoxyphenyl)pyrimidine-2,4-diamine BrC=1C(=NC(=NC1)NC1=C(C=C(C(=C1)C)N1CCC(CC1)N1CCN(CC1)C)OC)NC1=C(C=CC=C1)OC